(4R)-3,3-difluoro-4-[4-[3-methyl-2-oxo-1-(2-trimethylsilylethoxymethyl)benzimidazol-4-yl]piperazin-1-yl]piperidine-1-carboxylic acid tert-butyl ester C(C)(C)(C)OC(=O)N1CC([C@@H](CC1)N1CCN(CC1)C1=CC=CC=2N(C(N(C21)C)=O)COCC[Si](C)(C)C)(F)F